Cl.CC1(CC1)N 1-methyl-cyclopropylamine hydrochloride